(S)-N-(1-(5-((2-fluoroethyl)thio)-4-(4-methoxyphenyl)-4H-1,2,4-triazol-3-yl)-2-phenylethyl)-2-(2-methyl-1H-indol-3-yl)acetamide FCCSC=1N(C(=NN1)[C@H](CC1=CC=CC=C1)NC(CC1=C(NC2=CC=CC=C12)C)=O)C1=CC=C(C=C1)OC